vinyl-methyl-ethyl-t-butyl-peroxysilane C(=C)[Si](OOC(C)(C)C)(CC)C